1-(1H-indol-3-yl)-5-methyl-4-hexene-2-one N1C=C(C2=CC=CC=C12)CC(CC=C(C)C)=O